tert-butyl (2-((1-(4-bromo-3-fluorothiophen-2-yl)-3,3,3-trifluoropropyl)(cyclopropyl) amino)ethyl)carbamate BrC=1C(=C(SC1)C(CC(F)(F)F)N(CCNC(OC(C)(C)C)=O)C1CC1)F